2-chloropyrimidine-4-carboxamidine HCl salt Cl.ClC1=NC=CC(=N1)C(=N)N